OC1=CC=C(C=C1)C(C)(C)C1=CC=C(C=C1)O.[Na] sodium bisphenol A